CC=1C=C(C=C(C1)C1=CC=CC=C1)C1(C2=CC=CC=C2C=2C=CC=CC12)C 5-methyl-3-(9-methyl-9H-fluoren-9-yl)-[1,1'-biphenyl]